1,1'-(2,6-pyridinediyl)bis(3-methylimidazolium) dibromide [Br-].[Br-].N1=C(C=CC=C1N1C=[N+](C=C1)C)N1C=[N+](C=C1)C